BrC1=NN2C(N(C(=C(C2=O)N2CCN(CC2)C(=O)C2=NC=NC(=C2O)C)CC)CC(=O)NC=2C(=NC(=CC2)C(F)(F)F)Cl)=N1 2-(2-bromo-5-ethyl-6-(4-(5-hydroxy-6-methylpyrimidine-4-carbonyl)piperazin-1-yl)-7-oxo-[1,2,4]triazolo[1,5-a]pyrimidin-4(7H)-yl)-N-(2-chloro-6-(trifluoromethyl)pyridin-3-yl)acetamide